FC1=NC=CC=C1C=1C=C2C(=NNC2=CC1)C(=O)NC1CCC(CC1)O 5-(2-Fluoropyridin-3-yl)-N-((1r,4r)-4-Hydroxycyclohexyl)-1H-indazole-3-carboxamide